C1(=CC=CC2=CC=CC=C12)NC(\C=C\C(=O)O)=O N-naphthyl-fumaric acid amide